(S)-2-((3'-((4-chloro-2-fluorobenzyl)oxy)-3-fluoro-[1,1'-biphenyl]-4-yl)methyl)-1-(oxetan-2-ylmethyl)-1H-benzo[d]imidazole-6-carboxylic acid ClC1=CC(=C(COC=2C=C(C=CC2)C2=CC(=C(C=C2)CC2=NC3=C(N2C[C@H]2OCC2)C=C(C=C3)C(=O)O)F)C=C1)F